C1(CCC(CC1)C(=O)OC)C(=O)ON1C(C2=CC=CC=C2C1=O)=O 1-(1,3-dioxoisoindolin-2-yl) 4-methyl cyclohexane-1,4-dicarboxylate